1-(1-cyanopyrrolidin-3-yl)-3-(4-(trifluoromethyl)phenyl)urea C(#N)N1CC(CC1)NC(=O)NC1=CC=C(C=C1)C(F)(F)F